N-methyl-3-(1-methyl-1H-tetrazol-5-yl)-4-((2-(trifluoromethyl)phenyl)amino)benzenesulfonamide CNS(=O)(=O)C1=CC(=C(C=C1)NC1=C(C=CC=C1)C(F)(F)F)C1=NN=NN1C